(Z)-5-((1H-indazol-5-yl)methylene)-2-(phenylamino)-3,5-dihydro-4H-imidazol-4-one N1N=CC2=CC(=CC=C12)\C=C/1\C(NC(=N1)NC1=CC=CC=C1)=O